OC1C(C2(CCN(CC2)C(=O)OC(C)(C)C)C2=CC=CC=C12)C(=O)OC 1'-(tert-butyl) 2-methyl 3-hydroxy-2,3-dihydrospiro[indene-1,4'-piperidine]-1',2-dicarboxylate